N1,N1-dipropyl-N4-5-pyrimidinyl-1,4-Benzenediamine C(CC)N(C1=CC=C(C=C1)NC=1C=NC=NC1)CCC